(2S,4R)-4-fluoro-N-[(S) or (R)-[6-fluoro-5-(propan-2-yl)pyridin-2-yl](3-methoxyphenyl)methyl]-1-[2-(1H-1,2,3-triazol-5-yl)acetyl]pyrrolidine-2-carboxamide F[C@@H]1C[C@H](N(C1)C(CC1=CN=NN1)=O)C(=O)N[C@@H](C1=CC(=CC=C1)OC)C1=NC(=C(C=C1)C(C)C)F |o1:17|